C1(=CC=CC2=CC3=CC=CC(=C3C=C12)C(=O)O)C(=O)O 1,8-anthracenedicarboxylic acid